FC(OC1CC(C1)C1=NN=C(O1)C12CCC(C1)(C2)N)(F)F 4-(5-((1s,3s)-3-(trifluoromethoxy)cyclobutyl)-1,3,4-oxadiazol-2-yl)bicyclo[2.1.1]hexan-1-amine